2-[1-(2,2-difluoroethyl)-1H-pyrazolo[3,4-b]pyrazin-6-yl]-9-[6-(trifluoromethyl)pyridin-3-yl]-6-oxa-2,9-diazaspiro[4.5]decane FC(CN1N=CC=2C1=NC(=CN2)N2CC1(CC2)OCCN(C1)C=1C=NC(=CC1)C(F)(F)F)F